(S)-2-amino-4-((3-(1-amino-1,3-dihydrospiro[inden-2,4'-piperidin]-1'-yl)-1,2,4-triazin-6-yl)thio)-3-chloropyridine 1-oxide NC1=[N+](C=CC(=C1Cl)SC1=CN=C(N=N1)N1CCC2(CC1)[C@@H](C1=CC=CC=C1C2)N)[O-]